(R)-3-(2-(ethoxy-d5)-5-fluoropyridin-4-yl)-1-isopropyl-N-(4-methyl-1,1-dioxidotetrahydro-2H-thiopyran-4-yl)-4,5,6,7-tetrahydro-1H-indazole-6-carboxamide C(C([2H])([2H])[2H])(OC1=NC=C(C(=C1)C1=NN(C=2C[C@@H](CCC12)C(=O)NC1(CCS(CC1)(=O)=O)C)C(C)C)F)([2H])[2H]